[Sn]Cl tin monochloride